S(=O)(=O)(O)OCCNCCCCCC(C)NC1=CC=NC2=CC(=CC=C12)Cl 2-[[4-[(7-chloro-4-quinolinyl)amino]amyl]ethylamino]-ethanol sulfate